CS(=O)(=O)OCC1=C(C(=CC=C1)OC)C 3-methoxy-2-methylbenzyl methanesulfonate